CC1(NOC=C1C)N 3,4-Dimethylisoxazol-amine